Cl.C(C)(C)(C)OC(=O)N1CC2(CCNCC2)C2=CC=CC=C12 spiro[indoline-3,4'-piperidine]-1-carboxylic acid tert-butyl ester hydrochloride